2-(6-fluoropyridine-3-yl)-N-(6-(3-hydroxyphenyl)-2-(2-morpholinoethyl)-2H-indazol-5-yl)thiazole-4-carboxamide FC1=CC=C(C=N1)C=1SC=C(N1)C(=O)NC1=CC2=CN(N=C2C=C1C1=CC(=CC=C1)O)CCN1CCOCC1